6-(4-fluoro-2-methoxyphenyl)pyridin FC1=CC(=C(C=C1)C1=CC=CC=N1)OC